CC(C)=N Propan-2-Imine